N1-Benzylaminoguanidine hydroiodide I.C(C1=CC=CC=C1)NNC(=N)N